CN(C1=CC=C(C=C1)C1=CC=C(C=C1)[C@@H](N(C(=O)[C@@H]1[C@@H]2CC[C@H](C1)C2)C=2C=C(C=C(C2)F)/C=C/C(=O)OC)[2H])C methyl (E)-3-(3-((1R,2S,4S)-N-((S)-(4'-(dimethylamino)-[1,1'-biphenyl]-4-yl)methyl-d)bicyclo[2.2.1]heptane-2-carboxamido)-5-fluorophenyl)acrylate